2-amino-3-methyl-N-[[4-(1-piperidyl)phenyl]methyl]-N-(1H-pyrrolo[2,3-b]pyridin-4-ylmethyl)quinoline-6-carboxamide NC1=NC2=CC=C(C=C2C=C1C)C(=O)N(CC1=C2C(=NC=C1)NC=C2)CC2=CC=C(C=C2)N2CCCCC2